6-(4-chlorophenyl)-4-(4-(2-chlorophenyl)piperazin-1-yl)pyridin-2-amine ClC1=CC=C(C=C1)C1=CC(=CC(=N1)N)N1CCN(CC1)C1=C(C=CC=C1)Cl